N-[3-(difluoromethyl)-1-[4-(hydroxymethyl)cyclohexyl]pyrazol-4-yl]-5-(2-oxa-6-azaspiro[3.3]heptan-6-yl)pyrazolo[1,5-a]pyrimidine-3-carboxamide FC(C1=NN(C=C1NC(=O)C=1C=NN2C1N=C(C=C2)N2CC1(COC1)C2)C2CCC(CC2)CO)F